4-[[4-fluoro-3-(piperazine-1-carbonyl)phenyl]methyl]-2H-phthalazin-1-one FC1=C(C=C(C=C1)CC1=NNC(C2=CC=CC=C12)=O)C(=O)N1CCNCC1